N-(1-(5-(4-bromo-2-((dimethylamino)methyl)phenyl)thiophen-2-yl)ethyl)-6,7-dimethoxy-2-methylquinazolin-4-amine BrC1=CC(=C(C=C1)C1=CC=C(S1)C(C)NC1=NC(=NC2=CC(=C(C=C12)OC)OC)C)CN(C)C